C(#N)C=1C=CC2=C(N=C(C3=CC=NC=C23)OCCOCCCCN(C(OC(C)(C)C)=O)C(C(F)(F)F)=O)C1 Tert-butyl (4-(2-((8-cyanobenzo[c][2,6]naphthyridin-5-yl)oxy)ethoxy)butyl)(2,2,2-trifluoroacetyl)carbamate